BrC1=CC=CC2=C1C=C(S2)NC(OC(C)(C)C)=O tert-butyl (4-bromo-1-benzothiophene-2-yl)carbamate